2,3-diformylhydroquinone C(=O)C1=C(O)C=CC(=C1C=O)O